NC1=CC(=C(C=C1)S(=O)(=O)F)Br 4-Amino-2-bromophenyl-sulfuryl fluoride